C=1(OCOC=CC1)C(=O)OCC ethyl 2,4-dioxepinate